(1r,4r)-4-((5-(1-(2,2-difluoroethyl)-4-fluoro-1H-benzo[d]imidazol-6-yl)-4-methoxypyrrolo[2,1-f][1,2,4]triazin-2-yl)amino)-1-methylcyclohexan-1-ol FC(CN1C=NC2=C1C=C(C=C2F)C=2C=CN1N=C(N=C(C12)OC)NC1CCC(CC1)(O)C)F